1-butyl-2-mesityl-4,5-dimethyl-1H-imidazole C(CCC)N1C(=NC(=C1C)C)C1=C(C=C(C=C1C)C)C